(S,E)-7-amino-3-(1-(4-methoxybut-2-enoyl)pyrrolidin-3-yl)-1-(4-phenoxyphenyl)-1,5-dihydro-4H-pyrrolo[2,3-d]pyridazin-4-one NC1=NNC(C2=C1N(C=C2[C@H]2CN(CC2)C(\C=C\COC)=O)C2=CC=C(C=C2)OC2=CC=CC=C2)=O